4-(5-(4-aminopiperidin-1-yl)-2-(3-fluoro-4-methoxyphenyl)-1H-indol-1-yl)-N,N-dimethylbenzamide NC1CCN(CC1)C=1C=C2C=C(N(C2=CC1)C1=CC=C(C(=O)N(C)C)C=C1)C1=CC(=C(C=C1)OC)F